hydroxypropyltrimethyldecylammonium decanoate salt C(CCCCCCCCC)(=O)[O-].OCCCC(CCCCCCCCC)[N+](C)(C)C